FC1(CCC(CC1)C1=NC=CC(=C1NC(OCCCC)=O)C1=C(C=CC(=C1)F)F)F butyl N-[2-(4,4-difluorocyclohexyl)-4-(2,5-difluorophenyl)-3-pyridyl]carbamate